6,7-difluoro-2-hydrazinyl-N-methyl-N-Phenylquinazolin-4-amine FC=1C=C2C(=NC(=NC2=CC1F)NN)N(C1=CC=CC=C1)C